[Si](C1=CC=CC=C1)(C1=CC=CC=C1)(C(C)(C)C)OCC(CN1[C@@H](C=2C=C3C(=CC2C[C@H]1C)OCO3)C3=CC=C(C=C3)N[C@@H]3CNCC3)(F)F (S)-N-(4-((5R,7R)-6-(3-((tert-butyldiphenylsilyl)oxy)-2,2-difluoropropyl)-7-methyl-5,6,7,8-tetrahydro-[1,3]dioxolo[4,5-g]isoquinolin-5-yl)phenyl)pyrrolidin-3-amine